4-(3,6-diazabicyclo[3.1.1]heptane-6-yl)-2-(2,6-dioxopiperidin-3-yl)-5,6-difluoroisoindol C12CNCC(N1C=1C3=CN(C=C3C=C(C1F)F)C1C(NC(CC1)=O)=O)C2